3-Chloro-2-[6-(difluoromethyl)pyridin-3-yl]-5-[({1-[2-fluoro-4-(trifluoromethyl)phenyl]cyclopropyl}carbonyl)amino]benzoic acid ClC=1C(=C(C(=O)O)C=C(C1)NC(=O)C1(CC1)C1=C(C=C(C=C1)C(F)(F)F)F)C=1C=NC(=CC1)C(F)F